ClC1=C(C=CC(=C1)OC1=CC=CC=2CCOC21)C(=O)C2=CNC=1N=CN=C(C12)Cl (2-chloro-4-((2,3-Dihydrobenzofuran-7-yl)oxy)phenyl)(4-chloro-7H-pyrrolo[2,3-d]pyrimidin-5-yl)methanone